N-bromosuccinimide chlorine [Cl].BrN1C(CCC1=O)=O